The molecule is a monocarboxylic acid anion that is the conjugate base of rigosertib, resulting from the deprotonation of the carboxy group. The major species at pH 7.3. It is a conjugate base of a rigosertib. COC1=C(C=C(C=C1)CS(=O)(=O)/C=C/C2=C(C=C(C=C2OC)OC)OC)NCC(=O)[O-]